C(CCCCCCC\C=C/CCCCCC)(=O)OCCCCCCCCCCCCCCC pentadecyl (Z)-hexadec-9-enoate